2-chloroethyl-(ethoxydimethylsilane) ClCC[Si](C)(C)OCC